Cl.Cl.C1N2C(C1(C)C)=NC2 N,N'-dimethyleneisobutyramidine-dihydrochloride